FC1=CC=C(C=C1)[C@H](C)NC1=NC(=CC(=N1)NC1=NC=CN=C1)C1=CC(=NC=C1)F (S)-N2-[1-(4-fluorophenyl)ethyl]-6-(2-fluoropyridin-4-yl)-N4-(pyrazin-2-yl)pyrimidine-2,4-diamine